3-bromo-5-(4-piperidyl)-4,5-dihydroisoxazole BrC1=NOC(C1)C1CCNCC1